O=C1N(C(C=C1)=O)CCC(=O)NCC(=O)NCC(=O)N[C@@H](CC1=CC=CC=C1)C(=O)NCC(=O)N1[C@H]2CN([C@@H](C1)CC2)C(=O)OC(C)(C)C tert-butyl (1R,4R)-5-((3-(2,5-dioxo-2,5-dihydro-1H-pyrrol-1-yl)propanoyl)glycylglycyl-L-phenylalanylglycyl)-2,5-diazabicyclo[2.2.2]octane-2-carboxylate